OC1=C(C(=CC(=C1CNC(=O)C1CCCC1)CCCCC)O)C1=C(C=CC(=C1)C)C(=C)C N-((2,6-dihydroxy-5'-methyl-4-pentyl-2'-(prop-1-en-2-yl)-[1,1'-biphenyl]-3-yl)methyl)cyclopentanecarboxamide